NCC(=O)[O-].[K+] potassium glycinate salt